OC1=C(C=C(C=C1)NC(C1=CC=C(C=C1)CCOC1=CC=C(C=C1)OC(F)(F)F)=O)S(=O)(=O)C N-(4-hydroxy-3-(methylsulfonyl)phenyl)-4-(2-(4-(trifluoromethoxy)phenoxy)ethyl)benzamide